3-(cyclopropylmethyl)isoxazole-4-carboxamide C1(CC1)CC1=NOC=C1C(=O)N